methyl 2-[[(2S)-2-(tert-butoxycarbonylamino)-4-methyl-pentanoyl]amino]-3-(1H-indazol-3-yl)propanoate C(C)(C)(C)OC(=O)N[C@H](C(=O)NC(C(=O)OC)CC1=NNC2=CC=CC=C12)CC(C)C